N-(3-(2-propylhexyloxy)propyl)-3-(pyrrolidinyl)propan-1-amine C(CC)C(COCCCNCCCN1CCCC1)CCCC